3-(3-(4-(nicotinoamido)phenoxy)azetidin-1-yl)-2-(1H-pyrrol-1-yl)benzoic acid C(C1=CN=CC=C1)(=O)NC1=CC=C(OC2CN(C2)C=2C(=C(C(=O)O)C=CC2)N2C=CC=C2)C=C1